C(C)(C)C=1C(=NC=NC1)C=1C=C(C=CC1)C=1N=C(SC1)NC(=O)[C@H]1N(CC1)C(=O)C1=CN(C=C1)S(=O)(=O)C (S)-N-(4-(3-(5-isopropylpyrimidin-4-yl)phenyl)thiazol-2-yl)-1-(1-(methylsulfonyl)-1H-pyrrole-3-carbonyl)azetidine-2-carboxamide